NC(CO)C(CCCCCCCCCCCCCCCCC)O 2-amino-1,3-eicosanediol